C1(=CC=CC=C1)C=1NC2=CC=CC=C2C1CCNC(CCCCCCCC)=O N-[2-(2-phenyl-1H-indol-3-yl)ethyl]nonanamide